1,3-diphenyl-1-butene C1(=CC=CC=C1)C=CC(C)C1=CC=CC=C1